(E)-4-((2-allyl-2-phenylhydrazino)methyl)-N,N-dimethylaniline C(C=C)N(NCC1=CC=C(N(C)C)C=C1)C1=CC=CC=C1